1,1,2-tris(triethoxysilyl)ethane C(C)O[Si](C(C[Si](OCC)(OCC)OCC)[Si](OCC)(OCC)OCC)(OCC)OCC